tricyclo[5.2.1.02,6]decyl methacrylate C(C(=C)C)(=O)OC12C3CCCC3C(CC1)C2